tert-butyl (S)-2-(7-chloro-2-(2-(4-fluorophenyl)acetyl)-1,2,3,4-tetrahydroisoquinolin-5-yl)pyrrolidine-1-carboxylate ClC1=CC(=C2CCN(CC2=C1)C(CC1=CC=C(C=C1)F)=O)[C@H]1N(CCC1)C(=O)OC(C)(C)C